3-(5'-chloro-2'-carboxyanilino)-4-hydroxybenzoic acid ethyl ester C(C)OC(C1=CC(=C(C=C1)O)NC1=C(C=CC(=C1)Cl)C(=O)O)=O